BrC=1C=C2N(N=CC(=C2Cl)C(N)=NC2=C(C=C(C=C2)O[Si](C)(C)C(C)(C)C)Cl)C1 6-bromo-N'-(4-((tert-butyldimethylsilyl)oxy)-2-chlorophenyl)-4-chloropyrrolo[1,2-b]-pyridazine-3-carboximidamide